BrC1=CC=C2CC(C3(CC=4N=C(N=C(C4CO3)Cl)SC)C2=C1)(C)C 6-Bromo-4'-chloro-2,2-dimethyl-2'-(methylthio)-2,3,5',8'-tetrahydrospiro[indene-1,7'-pyrano[4,3-d]pyrimidine]